butyl (2S,6R)-4-[[4-(3-cyanophenyl)-5-(2,6-dimethyl-4-pyridyl)thiazol-2-yl]carbamoyl]-2,6-dimethyl-piperazine-1-carboxylate C(#N)C=1C=C(C=CC1)C=1N=C(SC1C1=CC(=NC(=C1)C)C)NC(=O)N1C[C@@H](N([C@@H](C1)C)C(=O)OCCCC)C